1-((3-((1R,5R,6S)-3-(3-chlorophenyl)bicyclo[3.1.0]hex-2-en-6-yl)-1,2,4-oxadiazol-5-yl)methyl)-7-methyl-1,7-dihydro-6H-purin-6-one ClC=1C=C(C=CC1)C1=C[C@@H]2[C@H]([C@@H]2C1)C1=NOC(=N1)CN1C=NC=2N=CN(C2C1=O)C